diethylhexyl-2-cyano-3,3-diphenylacrylate C(C)C(CCCCC)(C1=C(C=CC=C1)C(=C(C(=O)[O-])C#N)C1=CC=CC=C1)CC